O=S1(CCN(CC1)C(=O)C=1N=C(SC1)NC(=O)C1=C(OC(=C1)C1=CC(=CC=C1)C(F)(F)F)C)=O N-(4-(1,1-dioxothiomorpholine-4-carbonyl)thiazol-2-yl)-2-methyl-5-(3-(trifluoromethyl)phenyl)furan-3-carboxamide